BrC=1C(=NC=C(C1)F)NC1CC(OCC1)C(F)(F)F 3-bromo-5-fluoro-N-[2-(trifluoromethyl)tetrahydropyran-4-yl]pyridin-2-amine